1,2-di-n-propoxyethane C(CC)OCCOCCC